N=1C=NN2C1C=CC=C2C=2C=CC(=C(C2)NC2=NC=NC1=CC(=C(C=C21)OC2CN(C2)C(C=C)=O)OC)OC 1-(3-((4-((5-([1,2,4]triazolo[1,5-a]pyridin-5-yl)-2-methoxyphenyl)amino)-7-methoxyquinazolin-6-yl)oxy)azetidin-1-yl)prop-2-en-1-one